imidazo[1,5-a]pyridine-1-carboxylic acid ethyl ester C(C)OC(=O)C=1N=CN2C1C=CC=C2